FC(C1=CC=C(C=C1)N1N=NC(=C1CO)[Si](C)(C)C)F (1-(4-(difluoromethyl)phenyl)-4-(trimethylsilyl)-1H-1,2,3-triazol-5-yl)methanol